2-(4-bromophenyl)-4,6-diphenyltriazine BrC1=CC=C(C=C1)N1NC(=CC(=N1)C1=CC=CC=C1)C1=CC=CC=C1